(2S)-2-amino-3-{5-[3-(2H3)methyl-2-oxo-1,3-benzoxazol-5-yl]thiophen-2-yl}propanenitrile N[C@H](C#N)CC=1SC(=CC1)C=1C=CC2=C(N(C(O2)=O)C([2H])([2H])[2H])C1